C1(=CC=CC=C1)C=1C=C(C=2N(C1)C=C(N2)C2=CC=C(C=C2)C=CS(=O)(=O)N)C2=CC=CC=C2 2-(4-(6,8-diphenylimidazo[1,2-a]pyridin-2-yl)phenyl)ethene-1-sulfonamide